1-(2,6-dibenzyloxy-3-pyridinyl)-4-iodo-3-methyl-benzimidazol-2-one C(C1=CC=CC=C1)OC1=NC(=CC=C1N1C(N(C2=C1C=CC=C2I)C)=O)OCC2=CC=CC=C2